O1CCN(CC1)C=1C=C(C=2N(N1)C=CN2)NCC(=O)OC(C)(C)C tert-butyl (6-morpholinoimidazo[1,2-b]pyridazin-8-yl)glycinate